[N+](=O)([O-])C1=C(C=CC=C1)C(F)(F)F o-nitrotrifluoromethylbenzene